4-amino-N-ethyl-3,7-dimethyl-N-((5S)-2-(trifluoromethyl)-5,8-dihydro-6H-pyrano[3,4-b]-pyridin-5-yl)-3H-pyrazolo-[3,4-c]quinoline-8-carboxamide NC1=NC=2C=C(C(=CC2C2=C1N(N=C2)C)C(=O)N([C@@H]2COCC1=NC(=CC=C12)C(F)(F)F)CC)C